(R)-5-(4-((1-(3-(1,1-difluoro-2-hydroxy-2-methylpropyl)-2-fluorophenyl)ethyl)amino)-7-Ethynyl-8-fluoro-2-methylquinazolin-6-yl)-1-methylpyridin-2(1H)-one FC(C(C)(C)O)(F)C=1C(=C(C=CC1)[C@@H](C)NC1=NC(=NC2=C(C(=C(C=C12)C=1C=CC(N(C1)C)=O)C#C)F)C)F